(S)-5-((((6-(2-chloro-2'-methyl-3'-((2-methylpyrido[3,2-d]pyrimidin-4-yl)amino)-[1,1'-biphenyl]-3-yl)-2-ethoxypyridin-3-yl)methyl)amino)methyl)pyrrolidin-2-one ClC1=C(C=CC=C1C1=CC=C(C(=N1)OCC)CNC[C@@H]1CCC(N1)=O)C1=C(C(=CC=C1)NC=1C2=C(N=C(N1)C)C=CC=N2)C